(S)-N-(5-(2-(2-aminopyridin-3-yl)-5-(3-methoxy-1H-1,2,4-triazol-1-yl)-3H-imidazo[4,5-b]pyridin-3-yl)-2,3-dihydro-1H-inden-1-yl)-6-methylnicotinamide NC1=NC=CC=C1C1=NC=2C(=NC(=CC2)N2N=C(N=C2)OC)N1C=1C=C2CC[C@@H](C2=CC1)NC(C1=CN=C(C=C1)C)=O